2-(((R)-3-((4-((4-chloro-2-fluorobenzyl)oxy)-5-fluoropyrimidin-2-yl)amino)pyrrolidin-1-yl)methyl)-1-(((S)-oxetan-2-yl)methyl)-1H-benzo[d]imidazole-6-carboxylic acid ClC1=CC(=C(COC2=NC(=NC=C2F)N[C@H]2CN(CC2)CC2=NC3=C(N2C[C@H]2OCC2)C=C(C=C3)C(=O)O)C=C1)F